C(#N)C[C@@H]1[C@]2(C)[C@@H](CC1)[C@@H]1CCC3=CC=C(C=C3[C@H]1CC2)OC (17beta)-17-(cyanomethyl)-2-methoxyestra-1(10),2,4-trien